4-bromo-3-fluoro-benzoic acid BrC1=C(C=C(C(=O)O)C=C1)F